C(C)(C)(C)OC(=O)N1[C@@H](C[C@H](C1)O)C(=O)O (2S,4R)-1-tert-butoxy-carbonyl-4-hydroxy-pyrrolidine-2-carboxylic acid